FC1=CC(=CC2=C1N=C(S2)NC(CSC2=NC1=NC=CN=C1C(N2CCC2=CC=CC=C2)=O)=O)F N-(4,6-difluorobenzo[d]thiazol-2-yl)-2-((4-oxo-3-phenethyl-3,4-dihydropteridin-2-yl)thio)acetamide